C(CCC)N(CCCC)C[Si](OC)(OC)OC N,N-Di-n-butylaminomethyltrimethoxysilane